((1r,5s,9s)-3-(5-bromo-1,3,4-thiadiazol-2-yl)-3-azabicyclo[3.3.1]non-9-yl)acetamide BrC1=NN=C(S1)N1C[C@@H]2CCC[C@H](C1)C2CC(=O)N